C(C)(=O)N1[C@@H](CN([C@H](C1)COC)C(\C=C/Cl)=O)C=1C=C(C=C(C1)Cl)C1=CC(=NC=C1)C(=O)NC 4-(3-((2R,5R)-1-acetyl-4-((Z)-3-chloroacryloyl)-5-(methoxymethyl)piperazin-2-yl)-5-chlorophenyl)-N-methyl-picolinamide